2-(3-((3-((tert-butoxycarbonyl)amino)propyl)amino)phenyl)-2-phenylacetic acid C(C)(C)(C)OC(=O)NCCCNC=1C=C(C=CC1)C(C(=O)O)C1=CC=CC=C1